(E)-3-(1H-indazol-6-yl)-N-(3-methylchroman-4-yl)acrylamide N1N=CC2=CC=C(C=C12)/C=C/C(=O)NC1C(COC2=CC=CC=C12)C